FC(C1=CC=C2C(=CC=NC2=C1)NCCCN)(F)F N1-(7-(Trifluoromethyl)quinolin-4-yl)propane-1,3-diamine